tert-butyl (1'-methylspiro[cyclopropane-1,3'-indoline]-5'-yl)carbamate CN1CC2(C3=CC(=CC=C13)NC(OC(C)(C)C)=O)CC2